2-(4-(bicyclo[4.2.0]octa-1,3,5-triene-3-yl)-4H-1,2,4-triazol-3-yl)-6-bromopyridine C12=CC(=CC=C2CC1)N1C(=NN=C1)C1=NC(=CC=C1)Br